C(OC1=CC=CC=N1)([2H])([2H])[2H] 6-methoxy-d3-pyridin